((2R,7aS)-2-fluorotetrahydro-1H-pyrrolo[4,3-d]pyrimidin-4-yl)-3,8-diazabicyclo[3.2.1]octane-8-carboxylate F[C@H]1NC(C2C(N1)=CN=C2)OC(=O)N2C1CNCC2CC1